CC1=CC=CC(=N1)NC(=O)C1CN(C1)C1=CC=C2C(C(=CN(C2=N1)C1=NC=NS1)C(=O)O)=O 7-{3-[(6-methylpyridin-2-yl)carbamoyl]azetidin-1-yl}-4-oxo-1-(1,2,4-thiadiazol-5-yl)-1,4-dihydro-1,8-naphthyridine-3-carboxylic acid